1-bromo-3,4-difluoro-2-(2-methoxyethoxy)benzene BrC1=C(C(=C(C=C1)F)F)OCCOC